Methyl 2-(2-bromo-5-fluorophenyl)-3-chloroimidazo[1,2-a]pyridine-7-carboxylate BrC1=C(C=C(C=C1)F)C=1N=C2N(C=CC(=C2)C(=O)OC)C1Cl